2-(4,4-difluoro-3-methylpiperidin-1-yl)-N-(2-((R)-S-methylsulfonimidoyl)pyridin-4-yl)-5-(trifluoromethyl)nicotinamide FC1(C(CN(CC1)C1=C(C(=O)NC2=CC(=NC=C2)[S@@](=O)(=N)C)C=C(C=N1)C(F)(F)F)C)F